ClC1=NN2C(N=CC3=C2[C@@](CN3C(=O)NC=3C=NC(=C(C3)Cl)C(N(C)C)=O)(C(F)(F)F)C)=C1 (R)-2-chloro-N-(5-chloro-6-(dimethylcarbamoyl)pyridin-3-yl)-8-methyl-8-(trifluoromethyl)-7,8-dihydro-6H-pyrazolo[1,5-a]pyrrolo[2,3-e]pyrimidine-6-carboxamide